6-Amino-3-(4'-chloro-3-hydroxy-4-(1H-1,2,3-triazol-1-yl)-1',2'-dihydrospiro[cyclopentane-1,3'-pyrrolo[2,3-b]pyridin]-5'-yl)-2-fluoro-N,N-dimethylbenzamide NC1=CC=C(C(=C1C(=O)N(C)C)F)C=1C(=C2C(=NC1)NCC21CC(C(C1)N1N=NC=C1)O)Cl